C1NCCC2=CC=C(C=C12)OCC1=CC=C(C#N)C=C1 4-(((1,2,3,4-tetrahydroisoquinolin-7-yl)oxy)methyl)benzonitrile